(2S)-2-[(3S,5Z)-5-[[4-[(E)-3-(2-Fluorophenyl)-3-oxoprop-1-enyl]phenyl]methylidene]-1-oxo-3-sulfanyl-1,2,4-thiadiazolidin-2-yl]-3-phenylpropanoic acid FC1=C(C=CC=C1)C(/C=C/C1=CC=C(C=C1)\C=C/1\N[C@@H](N(S1=O)[C@H](C(=O)O)CC1=CC=CC=C1)S)=O